C(C)(C)N1C(=NN=C1)C1=CC=CC(=N1)N1C(C2=CC=C(C=C2C1=O)C)=O 2-(6-(4-isopropyl-4H-1,2,4-triazol-3-yl)pyridin-2-yl)-5-methylisoindole-1,3-dione